Alpha-aminoisobutyric acid methyl ester hydrochloride Cl.COC(C(C)(C)N)=O